(2S,3S,6S)-6-allyl-2-((4R,5R,E)-4-methyl-5-((triisopropylsilyl)oxy)hex-2-en-2-yl)-3,6-dihydro-2H-pyran-3-ol C(C=C)[C@H]1C=C[C@@H]([C@@H](O1)\C(\C)=C\[C@H]([C@@H](C)O[Si](C(C)C)(C(C)C)C(C)C)C)O